C(C)(C)C1=C(C=C(C=C1)C)N1/C(/SCC1=O)=N/C(=O)NC1=CC=C(C=C1)N1N=C(C(=C1)N(C(C1=CC=C(C=C1)OC(F)(F)F)=O)C)C N-[1-[4-[[(Z)-[3-(2-isopropyl-5-methyl-phenyl)-4-oxo-thiazolidine-2-ylidene]carbamoyl]amino]phenyl]-3-methyl-pyrazol-4-yl]-N-methyl-4-(trifluoromethoxy)benzamide